ClC=1C=CC2=C(N=C(O2)C2CC3(CC(C3)NC(=O)C3=CC=C(O3)S(=O)(=O)NC(CCC(=O)OC)=O)C2)C1 (Ra)-methyl 4-[[5-[[6-(5-chloro-1,3-benzoxazol-2-yl)spiro[3.3]heptan-2-yl]carbamoyl]-2-furyl]sulfonylamino]-4-oxo-butanoate